O1CCN=C(C2=C1C=CS2)N dihydrothieno[2,3-f][1,4]oxazepin-5-amine